methyl 6-amino-2-(trifluoromethyl)-1H-benzo[d]imidazole-7-carboxylate NC=1C=CC2=C(NC(=N2)C(F)(F)F)C1C(=O)OC